C(C)OC1=CC=C(C[C@@H](N)C(=O)O)C=C1 O-ethyl-D-tyrosine